4-[(1,5-dihydro-3-methyl-5-oxo-1-phenyl-4H-pyrazol-4-ylidene)methyl]-2,4-dihydro-5-methyl-2-phenyl-3H-pyrazol-3-one CC1=NN(C(C1=CC1C(N(N=C1C)C1=CC=CC=C1)=O)=O)C1=CC=CC=C1